FC1=CC(=C(C=C1)C=1C2=C(C(=NC1C=1SC=3CN(CCC3N1)C(=O)OC(C)(C)C)OS(=O)(=O)C(F)(F)F)C=CS2)OCCOC tert-butyl 2-(7-(4-fluoro-2-(2-methoxyethoxy)phenyl)-4-(((trifluoromethyl)sulfonyl)oxy)thieno[3,2-c]pyridin-6-yl)-6,7-dihydrothiazolo[5,4-c]pyridine-5(4H)-carboxylate